1-bromo-2,3,5-tri-O-acetyl-D-ribose BrC(=O)[C@H](OC(C)=O)[C@H](OC(C)=O)[C@H](O)COC(C)=O